[1-(3,3-difluorocyclobutyl)-2-oxo-ethyl]-2-(1,1-difluoroethyl)-4-phenoxy-pyrimidine-5-carboxamide FC1(CC(C1)C(C=O)C1=C(C(=NC(=N1)C(C)(F)F)OC1=CC=CC=C1)C(=O)N)F